CC1(COC1)C1=NOC=C1C(=O)N 3-(3-methyloxetan-3-yl)isoxazole-4-carboxamide